(S)-2-(4-(3-chloro-4-(1-(3,5-difluoropyridin-2-yl)ethoxy)-5',6-dimethyl-2-oxo-2H-[1,4'-bipyridin]-2'-yl)pyrimidin-2-yl)-2-methylpropanamide ClC=1C(N(C(=CC1O[C@@H](C)C1=NC=C(C=C1F)F)C)C1=CC(=NC=C1C)C1=NC(=NC=C1)C(C(=O)N)(C)C)=O